OC1=CC(=CC=2C(C3=CC=CC(=C3C(C12)=O)O)(C)C)CO 1,8-dihydroxy-3-(hydroxymethyl)-10,10-dimethylanthracen-9(10H)-one